[C@@H]1([C@H](O)[C@H](O)[C@H](O1)CO)N1C(N=C(C=C1)N)N 3β-D-ribofuranosyl-(2,6-diaminopyrimidine)